((4-amino-2-methylpyrimidin-5-yl)methyl)-4-methyl-5-(2-(phosphonooxy)ethyl)thiazol-3-ium chloride [Cl-].NC1=NC(=NC=C1CC=1SC(=C([NH+]1)C)CCOP(=O)(O)O)C